C(=O)OCCC1=C(C=C(C=C1)N)N 2,4-diaminophenylethyl formate